5-methyl-3-(trifluoromethyl)-1,2,3,4-tetrahydroquinoline CC1=C2CC(CNC2=CC=C1)C(F)(F)F